4-cyano-2,2,6,6-tetramethyl-4-piperidinyl methacrylate C(C(=C)C)(=O)OC1(CC(NC(C1)(C)C)(C)C)C#N